C(#N)C[C@H](C1=CC=C(C=C1)S(=O)(=O)CC)NC(C1=CN=C(C(=C1)OC)N1[C@@H](C[C@@H](C1)OC1=CC=C(C=C1)C(F)(F)F)COC(F)F)=O N-((R)-2-cyano-1-(4-(ethylsulfonyl)phenyl)ethyl)-6-((2S,4S)-2-((difluoromethoxy)methyl)-4-(4-(trifluoromethyl)phenoxy)pyrrolidin-1-yl)-5-methoxynicotinamide